[2-((S)-1-[1,4]dioxan-2-ylmethoxy)-1-methyl-4-oxo-6,7-dihydro-4H-pyrido[2,1-a]isoquinolin-9-yloxy]-acetonitrile O1[C@@H](COCC1)COC=1C(=C2N(CCC3=CC(=CC=C23)OCC#N)C(C1)=O)C